FC1=CC=C(C=C1)C1CC(C1)C(=O)OC Methyl 3-(4-fluorophenyl)cyclobutane-1-carboxylate